N-(2-chloro-3-((5-chloro-3-methyl-4-oxo-3,4-dihydroquinazolin-6-yl)amino)-4-fluorophenyl)-3-azabicyclo[3.1.0]hexane-3-sulfonamide ClC1=C(C=CC(=C1NC=1C(=C2C(N(C=NC2=CC1)C)=O)Cl)F)NS(=O)(=O)N1CC2CC2C1